3-(3-(5-isopropyloxazol-2-yl)cyclopentyl)-3-oxopropanenitrile C(C)(C)C1=CN=C(O1)C1CC(CC1)C(CC#N)=O